C(CCCCC)N1N=CC(=C1)NC1=NC=NC=C1 4-((1-hexyl-1H-pyrazol-4-yl)amino)pyrimidin